3-(3-bromopropyloxy)azetidine-1-carboxylic acid tert-butyl ester C(C)(C)(C)OC(=O)N1CC(C1)OCCCBr